8-chloro-N-(3-(piperidin-1-yl)propyl)-N-(4-(trifluoromethoxy)phenyl)quinolin-2-amine ClC=1C=CC=C2C=CC(=NC12)N(C1=CC=C(C=C1)OC(F)(F)F)CCCN1CCCCC1